[C@H](C)(CC)[C@@H]1N(CC2=C(NC1=O)C(=CC=C2)F)C(=O)N (S)-3-((S)-sec-butyl)-9-fluoro-2-oxo-1,2,3,5-tetrahydro-4H-benzo[e][1,4]diazepine-4-carboxamide